4-({3-chloro-7H-pyrrolo[2,3-c]pyridazin-7-yl}methyl)-1-(oxetan-3-yl)piperidine ClC1=CC2=C(N=N1)N(C=C2)CC2CCN(CC2)C2COC2